COC1=NC=CC(=C1)CN1N=CC2=CC(=CC=C12)N1[C@@H]([C@H](CC1=O)NC(=O)C1CC1)C1=CC=CC=C1 |r| N-[rac-(2R,3S)-1-[1-[(2-methoxy-4-pyridyl)methyl]indazol-5-yl]-5-oxo-2-phenyl-pyrrolidin-3-yl]cyclopropanecarboxamide